C(C1=CC=CC=C1)N([C@H]1[C@@H](CC1)O)CC1=CC=CC=C1 |r| Racemic-racemic-trans-2-(dibenzylamino)cyclobutan-1-ol